methyl 4-{4-[3-({4-[(tert-butoxycarbonyl)amino]-1-methylpyrrol-2-yl}formamido)propanamido]-1-methylimidazole-2-amido}-1-methylpyrrole-2-carboxylate C(C)(C)(C)OC(=O)NC=1C=C(N(C1)C)C(=O)NCCC(=O)NC=1N=C(N(C1)C)C(=O)NC=1C=C(N(C1)C)C(=O)OC